NC=1C(=C(C=C2C=C(N=CC12)NC(OC1[C@@H]2CN(C[C@H]12)C(C)C)=O)C1=C(C2=C(OCCN2)N=C1)C)F (1R,5S,6r)-3-Isopropyl-3-azabicyclo[3.1.0]hexan-6-yl (8-amino-7-fluoro-6-(8-methyl-2,3-dihydro-1H-pyrido[2,3-b][1,4]oxazin-7-yl)isoquinolin-3-yl)carbamate